(((1s,4s)-4-aminocyclohexyl)methyl)-1,3-dihydro-2H-benzo[D]imidazol-2-one NC1CCC(CC1)CN1C(NC2=C1C=CC=C2)=O